C(=O)O.COCCN1C(=NC2=C1C=C(C=C2)C(=O)O)CN2CCC(CC2)C2=CC=CC=1OC(OC12)(C=1C=NC(=CC1)C)C 1-(2-methoxyethyl)-2-({4-[2-methyl-2-(6-methylpyridin-3-yl)-1,3-benzodioxol-4-yl]piperidin-1-yl}methyl)-1H-benzimidazole-6-carboxylic acid, formate salt